methanesulfonic acid (3-hydroxy-3-methylbutyl) ester OC(CCOS(=O)(=O)C)(C)C